C1=C(C=CC2=CC=CC=C12)C1C(CC12CCC2)C(CC)=O 1-(1-(Naphthalen-2-yl)spiro[3.3]heptan-2-yl)propan-1-one